(S)-6-((1-((1-Amino-3-hydroxy-2-methylpropan-2-yl)sulfonyl)cyclopropyl)methyl)-N-(4-cyanobenzyl)-1-methyl-7-oxo-4,5,6,7-tetrahydro-1H-pyrazolo[3,4-c]pyridine-3-carboxamide NC[C@](CO)(C)S(=O)(=O)C1(CC1)CN1C(C2=C(CC1)C(=NN2C)C(=O)NCC2=CC=C(C=C2)C#N)=O